OC(C1=CC=CC=C1)(CCCC(C1=CC=CC=C1)C1=CC=CC=C1)O dihydroxydiphenylbutylphenyl-methane